N-(4-bromo-2-fluorophenyl)imidazol-5-yl-formamide BrC1=CC(=C(C=C1)N(C=O)C1=CN=CN1)F